[C@H]12COC[C@@H]2C1NC(=O)C=1C=C(C2=C(C(CO2)C2CCOCC2)C1)C(=O)NC N5-((1R,5S,6r)-3-oxabicyclo[3.1.0]hexan-6-yl)-N7-methyl-3-(tetrahydro-2H-pyran-4-yl)-2,3-dihydrobenzofuran-5,7-dicarboxamide